N-(4-tert-butylphenyl)-2-cyano-N-[2-[(4,4-difluorocyclohexyl)amino]-1-(5-fluoro-3-pyridyl)-2-oxo-ethyl]azetidine-1-carboxamide C(C)(C)(C)C1=CC=C(C=C1)N(C(=O)N1C(CC1)C#N)C(C(=O)NC1CCC(CC1)(F)F)C=1C=NC=C(C1)F